BrC1=CC(=CC=2OC3=C(C21)C=C(C=C3C(C)(C)C)C(C)(C)C)C(C)(C)C 1-bromo-3,6,8-tri-tert-butyldibenzofuran